O1C=NC2=C1C=CC(=C2)NC2=NC1=CC=CC=C1C(N2C2=CC=CC=C2)=O 2-(benzo[d]oxazol-5-ylamino)-3-phenylquinazolin-4(3H)-one